tert-butyl 4-[6-[[4-[[(7R)-8-cyclopentyl-7-ethyl-5-methyl-6-oxo-7H-pteridin-2-yl]amino]-3-methoxy-benzoyl]amino] hexoxy]piperidine-1-carboxylate C1(CCCC1)N1[C@@H](C(N(C=2C=NC(=NC12)NC1=C(C=C(C(=O)NCCCCCCOC2CCN(CC2)C(=O)OC(C)(C)C)C=C1)OC)C)=O)CC